Cl.CN(C/C=C/C(=O)O)C Trans-4-dimethylaminocrotonate hydrochloride